O=C1N(C(C2=CC=CC=C12)=O)C[C@H]1CN(CCC1)C(=O)OC(C)(C)C tert-butyl (3S)-3-[(1,3-dioxo-1,3-dihydro-2H-isoindol-2-yl)methyl]piperidine-1-carboxylate